(R)-N-(1-(1H-indol-3-yl)propan-2-yl)-2-fluoro-2-methylpropan-1-amine N1C=C(C2=CC=CC=C12)C[C@@H](C)NCC(C)(C)F